1,1-Dimethoxy-2,2,5-trimethyl-4-hexen COC(C(CC=C(C)C)(C)C)OC